CC1=NN2C(N=CC=C2C2CN(CCC2)CC2CCOCC2)=C1CNCC1CCOCC1 1-(2-Methyl-7-(1-((tetrahydro-2H-pyran-4-yl)methyl)piperidin-3-yl)pyrazolo[1,5-a]pyrimidin-3-yl)-N-((tetrahydro-2H-pyran-4-yl)methyl)methanamine